tert-Butyl (S)-3-((4-(6-thiomorpholinyl-1H-pyrrolo[2,3-b]pyridin-3-yl)-5-(trifluoromethyl)pyrimidine-2-yl)amino)piperidine-1-carboxylate N1(CCSCC1)C1=CC=C2C(=N1)NC=C2C2=NC(=NC=C2C(F)(F)F)N[C@@H]2CN(CCC2)C(=O)OC(C)(C)C